CN1N=CC(=C1C1=NC(=NC=C1C(F)(F)F)N[C@H]1C[C@H](CCC1)C1=NN=C2N1C=CC=C2)C 4-(2,4-dimethylpyrazol-3-yl)-N-[(1R,3S)-3-([1,2,4]triazolo[4,3-a]pyridin-3-yl)cyclohexyl]-5-(trifluoromethyl)pyrimidin-2-amine